ClC1=C(C(=O)N2CCN(CC2)C(=O)C2CCN(CC2)CC(=O)O)C=CC(=C1)NC(=O)C=1N(C(=CN1)C1=C(C(=C(C=C1)OC)F)F)C 2-[4-[4-[2-chloro-4-[[5-(2,3-difluoro-4-methoxy-phenyl)-1-methyl-imidazole-2-carbonyl]amino]benzoyl]piperazine-1-carbonyl]-1-piperidyl]acetic acid